O=C1N(C=CC(N1C1=CC(=CC=C1)C(F)(F)F)=O)CC=1C=NC=NC1 2,4-dioxo-1-(5-pyrimidinylmethyl)-3-[3-(trifluoromethyl)phenyl]pyrimidine